pentyl isovalerate C(CC(C)C)(=O)OCCCCC